4-toluylboronic acid C1(=CC=C(C=C1)B(O)O)C